CC=1C(=C2C=NN(C2=CC1)C1OCCCC1)OC1=C(C(=NC=C1)C#N)[N+](=O)[O-] 4-((5-methyl-1-(tetrahydro-2H-pyran-2-yl)-1H-indazol-4-yl)oxy)-3-nitropyridinenitrile